C(C1=CC=CC=C1)OCC1=NN(C(N1CC)=O)C=1N(C(C2=CC(=CC=C2C1C1(CC1)C)F)=O)C1=C(C=CC=C1F)Cl (3-((benzyloxy)methyl)-4-ethyl-5-oxo-4,5-dihydro-1H-1,2,4-triazol-1-yl)-2-(2-chloro-6-fluorophenyl)-7-fluoro-4-(1-methylcyclopropyl)isoquinolin-1(2H)-one